2,2-difluoropropyl(trans-4-((4-(4-chloro-1-methyl-1H-pyrazol-3-yl)-5-(trifluoromethyl)pyrimidin-2-yl)amino)cyclohexyl)(5-(2-methoxypyrimidin-5-yl)pyridin-2-yl)carbamate FC(COC(N(C1=NC=C(C=C1)C=1C=NC(=NC1)OC)[C@@H]1CC[C@H](CC1)NC1=NC=C(C(=N1)C1=NN(C=C1Cl)C)C(F)(F)F)=O)(C)F